C(C)(C)(C)C1=CC(=C(C=C1)C=1N=C2SCCCN2C(C1C#N)=O)OC 8-(4-tert-butyl-2-methoxyphenyl)-6-oxo-2H,3H,4H,6H-pyrimido[2,1-b][1,3]thiazine-7-carbonitrile